methyl-(R)-3-(1-(7-bromo-4-oxopyrido[4,3-d]pyrimidin-3(4H)-yl)ethyl)-N-methylbenzamide CC1=C(C(=O)NC)C=CC=C1[C@@H](C)N1C=NC2=C(C1=O)C=NC(=C2)Br